FC(C(=O)O)(F)F.FC1=CC=C(C=C1)[C@@H]1N(CCC2=CC=CC=C12)C(=O)NC12CC(C1)(C2)NCC#C (S)-1-(4-fluorophenyl)-N-(3-(prop-2-yn-1-ylamino)bicyclo[1.1.1]pentan-1-yl)-3,4-dihydroisoquinoline-2(1H)-carboxamide 2,2,2-trifluoroacetate